(R)-3-(2-bromopyrimidin-5-yl)-5-(1-((2-(difluoromethyl)-3,4-difluorophenyl)amino)ethyl)-2,7-dimethylisoquinolin-1(2H)-one BrC1=NC=C(C=N1)C=1N(C(C2=CC(=CC(=C2C1)[C@@H](C)NC1=C(C(=C(C=C1)F)F)C(F)F)C)=O)C